4-isopropyl-6-methoxypyrimidin-5-amine C(C)(C)C1=NC=NC(=C1N)OC